4-cyclobutyl-6-(imidazo[1,2-a]pyrazin-3-yl)-2-mercaptonicotinonitrile C1(CCC1)C1=CC(=NC(=C1C#N)S)C1=CN=C2N1C=CN=C2